B12B3C14B2B43 carbon tetraboride